C1(CC1)C1CCN(CC1)C1=C(C=CC(=C1)C(F)(F)F)[N+](=O)[O-] 4-cyclopropyl-1-(2-nitro-5-(trifluoromethyl)phenyl)piperidine